3-(4-(Piperazin-1-yl)phenyl)piperidine-2,6-dione TFA salt OC(=O)C(F)(F)F.N1(CCNCC1)C1=CC=C(C=C1)C1C(NC(CC1)=O)=O